5-[1-(2-fluoro-6-methyl-phenyl)-piperidin-4-yl]-2-(3-fluoro-oxetan-3-ylmethyl)-7-(2-trifluoromethyl-benzyl)-2,4,5,7-tetrahydro-pyrazolo[3,4-d]pyrimidin-6-one FC1=C(C(=CC=C1)C)N1CCC(CC1)N1C(N(C=2C(C1)=CN(N2)CC2(COC2)F)CC2=C(C=CC=C2)C(F)(F)F)=O